((R)-2-((S)-2-((R)-2-amino-3-(1-trityl-1H-imidazol-4-yl)propanamido)-6-octanamido-caproamido)-3-(4-chlorophenyl)propanoyl)-D-tyrosine N[C@@H](C(=O)N[C@H](C(=O)N[C@@H](C(=O)N[C@H](CC1=CC=C(C=C1)O)C(=O)O)CC1=CC=C(C=C1)Cl)CCCCNC(CCCCCCC)=O)CC=1N=CN(C1)C(C1=CC=CC=C1)(C1=CC=CC=C1)C1=CC=CC=C1